C1(CC1)C1=C(C(=NO1)C1CCC2(CC2)CC1)CO[C@H]1[C@@H]2CN([C@H](C1)C2)C2=C(C=C(C(=O)NS(=O)(=O)C1CC1)C=C2)F 4-((1S,4S,5R)-5-((5-cyclopropyl-3-(spiro[2.5]octan-6-yl)isoxazol-4-yl)methoxy)-2-azabicyclo[2.2.1]heptan-2-yl)-N-(cyclopropylsulfonyl)-3-fluorobenzamide